C(C)NS(=O)(=O)N1C[C@H](CC1)NC1=C2N=CN(C2=NC(=N1)N[C@H](C)C(C)(C)O)CC |o1:22| (S)-N-ethyl-3-((9-ethyl-2-(((R*)-3-hydroxy-3-methylbutan-2-yl)-amino)-9H-purin-6-yl)amino)pyrrolidine-1-sulfonamide